Cl.C(C)N(C(C1=C(C=CC(=C1)F)OC1=C(N=CN=N1)N1CC2(CN(C2)C(C(C)C)CC(CNC)OC)CC1)=O)C(C)C N-ethyl-5-fluoro-N-isopropyl-2-((5-(2-((3x-s,5x-s)-5-methoxy-2-methyl-6-(methylamino)hex-3-yl)-2,6-diazaspiro[3.4]oct-6-yl)-1,2,4-triazin-6-yl)oxy)benzamide hydrochloride